2-chloro-4-methoxy-6-phenyl-1,3,5-triazine ClC1=NC(=NC(=N1)OC)C1=CC=CC=C1